ClC=1C=C2N=CC=3NCCC3N2N1 11-chloro-1,5,8,12-tetrazatricyclo[7.3.0.02,6]dodeca-2(6),7,9,11-tetraene